Ethyl 4-(prop-2-yn-1-yloxy)-6-((16-((6-(methoxycarbonyl)pyridin-2-yl)methyl)-1,4,10,13-tetraoxa-7,16-diazacyclooctadecan-7-yl)methyl)picolinate C(C#C)OC1=CC(=NC(=C1)CN1CCOCCOCCN(CCOCCOCC1)CC1=NC(=CC=C1)C(=O)OC)C(=O)OCC